ClC1=CC2=C(N(N=C2C=C1)[C@@H](C)C1CCC(CC1)C1=NC2=CC(=C(C=C2C=C1)F)[2H])OC ((1s,4s)-4-((R)-1-(5-chloro-3-methoxy-2H-indazol-2-yl)ethyl)cyclohexyl)-6-fluoroquinoline-7-d1